2,6-bis((E)-2-(5-(9H-carbazole-9-yl)furan-2-yl)vinyl)-4H-pyran C1=CC=CC=2C3=CC=CC=C3N(C12)C1=CC=C(O1)/C=C/C=1OC(=CCC1)\C=C\C=1OC(=CC1)N1C2=CC=CC=C2C=2C=CC=CC12